IC1=CC=C(C=C1)[C@]12CCC[C@H](CC1)N2C 1-(4-iodophenyl)tropane